fluoro-4',6'-bis(trifluoromethyl)acetophenone FCC(=O)C1=CC=C(C=C1C(F)(F)F)C(F)(F)F